ClCC=1C=CC(=NC1)OC1CC1 5-(chloromethyl)-2-cyclopropoxypyridine